ClC=1C=C(OC2=NC=CC=C2/C(/C(=O)OC)=C\OC)C=C(C1)Cl methyl (E)-2-[2-(3,5-dichlorophenoxy)pyridin-3-yl]-3-methoxyacrylate